N[C@@H](CC(=O)[O-])C(=O)[O-] |r| racemic-aspartate